CNCC(C)OC=1N(N=CC1C=1C=C2C(=NN(C2=CC1)C1OCCCC1)C=C)C N-methyl-2-[2-methyl-4-(1-tetrahydropyran-2-yl-3-vinyl-indazol-5-yl)pyrazol-3-yl]oxy-propan-1-amine